9,10-dimethylbenzphenazine CC=1C(=CC2=NC=3C4=C(C=CC3N=C2C1)C=CC=C4)C